8-methyl-6-(2-piperidin-1-yl-ethyl)-2-thieno[2,3-b]pyridin-5-yl-3H-quinazolin-4-one hydrochloride Cl.CC=1C=C(C=C2C(NC(=NC12)C=1C=C2C(=NC1)SC=C2)=O)CCN2CCCCC2